methoxynitrogen hydrochloride Cl.CO[N]